1-((3s,4r)-4-(3-fluorophenyl)-1-(2-methoxyethyl)pyrrolidin-3-yl)-3-(2-phenyl-2,4,5,6-tetrahydrocyclopenta[c]pyrazol-3-yl)urea FC=1C=C(C=CC1)[C@H]1[C@@H](CN(C1)CCOC)NC(=O)NC1=C2C(=NN1C1=CC=CC=C1)CCC2